FC(CCN1N=C(C=C1)C=O)(F)F 1-(3,3,3-trifluoropropyl)pyrazole-3-carbaldehyde